C(C)(C)(C)C1=CC=C(C=C1)N(C1=CC=2C(C3=CC=CC=C3C2C=C1)(C)C)C1(CC(=CC(=C1)C1=CC(=CC=C1)C(C)(C)C)C1=CC(=CC(=C1)C(C)(C)C)C(C)(C)C)C(C)(C)C N-(4-tert-butylphenyl)-N-(3,3'',5',5''-tetra-tert-butyl-1,1':3',1''-terphenyl-5'-yl)-9,9-dimethyl-9H-fluoren-2-amine